4-(4-chloro-2-(1-phenyl-1H-pyrazol-4-yl)phenyl)-4-hydroxy-2-methylenebutanoic acid ClC1=CC(=C(C=C1)C(CC(C(=O)O)=C)O)C=1C=NN(C1)C1=CC=CC=C1